CN(SCCC1=CC=CC=C1)C N,N-dimethyl-2-phenyl-ethyl-sulfenamide